F[C@@H]1CN(CC[C@@H]1NC1=C2C=C(N(C2=CC=C1)CC(F)(F)F)C#CCNC1=C(C=C(C=C1)S(=O)(=O)C)OC)C(CNC(OC(C)(C)C)=O)=O tert-butyl (2-((3R,4S)-3-fluoro-4-((2-(3-((2-methoxy-4-(methylsulfonyl)phenyl)amino)prop-1-yn-1-yl)-1-(2,2,2-trifluoroethyl)-1H-indol-4-yl)amino)piperidin-1-yl)-2-oxoethyl)carbamate